tert-Butyl (6aR)-4-chloro-3-(2-fluoro-6-hydroxyphenyl)-1-(4-methoxy-2,2-dimethylpyrrolidin-1-yl)-6a,7,9,10-tetrahydro-12H-pyrazino[2,1-c]pyrido[3,4-f][1,4]oxazepine-8(6H)-carboxylate ClC1=C(N=C(C=2CN3[C@@H](COC21)CN(CC3)C(=O)OC(C)(C)C)N3C(CC(C3)OC)(C)C)C3=C(C=CC=C3O)F